NC=1CC(=CC2=C(N1)C=CC=C2)C(N(CCC)OCC)=O 2-amino-4-(ethoxy(propyl)carbamoyl)-3H-benzo[b]azepine